5-{1-[4-(Cyclohexylmethoxy)-2-fluorobenzoyl]piperidin-4-yl}-4-methoxypyridin-2-amine C1(CCCCC1)COC1=CC(=C(C(=O)N2CCC(CC2)C=2C(=CC(=NC2)N)OC)C=C1)F